C(C1=CC=CC=C1)SC1=CN=C(O1)C([2H])([2H])[2H] 5-Benzylsulfanyl-2-(trideuteriomethyl)oxazole